4-(tert-butyl)-N-((4-(4-ethylbenzoylamino)phenyl)thiocarbamoyl)benzamide dimethyl-2,2'-azobis(2-methyl-propionate) COC(C(C)(C)N=NC(C(=O)OC)(C)C)=O.C(C)(C)(C)C1=CC=C(C(=O)NC(NC2=CC=C(C=C2)NC(C2=CC=C(C=C2)CC)=O)=S)C=C1